C1(=CC=CC=C1)C#CC=1C2=CC=CC=C2C(=C2C=CC=CC12)C#CC1=CC=CC=C1 9,10-bis(phenyl-ethynyl)anthracene